[Cl-].ClC1=CC=C2COCC3C[NH2+]CCC1=C32 8-Chloro-3,3a,4,5,6,7-hexahydro-1H-isochromeno[4,5-cd]azepin-5-ium chloride